N-(1-(4-fluorophenyl)-6-(6-morpholinopyridin-3-yl)-1H-pyrazolo[3,4-d]pyrimidin-4-yl)-5-nitrothiophene-2-carboxamide FC1=CC=C(C=C1)N1N=CC=2C1=NC(=NC2NC(=O)C=2SC(=CC2)[N+](=O)[O-])C=2C=NC(=CC2)N2CCOCC2